N-(3-chloro-4-methylphenyl)acetamide ClC=1C=C(C=CC1C)NC(C)=O